N[C@@H]1[C@@H](CCCC1)NC1=NN2C(C=N1)=CC=C2C(=O)NC=2C(=NN(C2)C)C(N)=O 2-{[(1R,2S)-2-Aminocyclohexyl]amino}-N-(3-carbamoyl-1-methyl-1H-pyrazol-4-yl)pyrrolo[2,1-f][1,2,4]triazin-7-carboxamid